t-butylsilylamino (tert-butylsilylcarbamate) C(C)(C)(C)[SiH2]NC(ON[SiH2]C(C)(C)C)=O